N#COC#N cyanic anhydride